pyridin-4-yl-(methyl)-6,6-dimethyl-3-((2S,3R)-3-(1-methylcyclopropoxy)-2-(2,2,2-trifluoroacetamido)butanoyl)-3-azabicyclo[3.1.0]hexane-2-carboxamide N1=CC=C(C=C1)C1(C2(C(C2CN1C([C@H]([C@@H](C)OC1(CC1)C)NC(C(F)(F)F)=O)=O)(C)C)C)C(=O)N